Ethyl 2-[8-(2-ethoxy-1,1-difluoro-2-oxo-ethyl)-1-naphthyl]-2,2-difluoro-acetate C(C)OC(C(F)(F)C=1C=CC=C2C=CC=C(C12)C(C(=O)OCC)(F)F)=O